ClC1=C(C=C(C=C1)C1OC(=C(C1=O)OS(=O)(=O)CC1=CC=CC=C1)N)F 2-(4-chloro-3-fluorophenyl)-4-[[phenylmethylsulfonyl]oxy]-5-amino-3(2H)-furanone